2-chloro-1-(4-methylpiperazinyl)ethanone ClCC(=O)N1CCN(CC1)C